thiochromane-6-carbonyl chloride S1CCCC2=CC(=CC=C12)C(=O)Cl